C1(=CC=CC=C1)C(C1=CC=CC=C1)=NC=1C=CC=2N(C1)C=NC2C(=O)OC Methyl 6-[(diphenylmethylidene)amino]imidazo[1,5-a]pyridine-1-carboxylate